COC=1C=C(C=CC1OC)N1CC2(C(N(C=3C=NC=4C=C(C(=CC4C32)C=3C=C(C(=NC3)OCCNC(C)C)NS(=O)(=O)C)F)C)=O)C1 N-(5-(1-(3,4-Dimethoxyphenyl)-7'-fluoro-3'-methyl-2'-oxo-2',3'-dihydrospiro[azetidine-3,1'-pyrrolo[2,3-c]quinolin]-8'-yl)-2-(2-(isopropylamino)ethoxy)pyridin-3-yl)methanesulfonamide